ClC1=C(C(=C(C=C1OC)OC)Cl)C1=NC(=C2C=C(N=CC2=C1)N[C@@H]1COCC[C@@H]1NC(C=C)=O)NCC1CCOCC1 N-((3S,4S)-3-((7-(2,6-dichloro-3,5-dimethoxyphenyl)-5-(((tetrahydro-2H-pyran-4-yl)methyl)amino)-2,6-naphthyridin-3-yl)amino)tetrahydro-2H-pyran-4-yl)acrylamide